3-(5-((4-(6-(5-((R)-2-(2,5-difluorophenyl)pyrrolidin-1-yl)pyrazolo[1,5-a]pyrimidin-3-yl)pyridin-2-yl)piperazin-1-yl)methyl)-4-fluoro-1-oxoisoindolin-2-yl)piperidine-2,6-dione FC1=C(C=C(C=C1)F)[C@@H]1N(CCC1)C1=NC=2N(C=C1)N=CC2C2=CC=CC(=N2)N2CCN(CC2)CC=2C(=C1CN(C(C1=CC2)=O)C2C(NC(CC2)=O)=O)F